ClC=1N=C2C(=NC1NS(=O)(=O)C1CC1)N(C(=N2)C2=NC(=CC=C2)OCC)C2=C(C=CC=C2OC)OC N-(5-Chloro-1-(2,6-dimethoxyphenyl)-2-(6-ethoxypyridin-2-yl)-1H-imidazo[4,5-b]pyrazin-6-yl)cyclopropanesulfonamide